NC1=C2C(=NC=N1)N(N=C2C2=CC(=CC=C2)O)CC2=NC1=CC=CC(=C1C(N2CC=2C=C(C#N)C=CC2)=O)C#C 3-((2-((4-Amino-3-(3-hydroxyphenyl)-1H-pyrazolo[3,4-d]pyrimidin-1-yl)methyl)-5-ethynyl-4-oxo-quinazolin-3(4H)-yl)methyl)benzonitrile